C(C)C=1C(NC=2C=C(C=NC2C1)CN1CCC(=CC1)C1=C(C=C(C(=O)NC)C=C1)F)=O 4-(1-((7-ethyl-6-oxo-5,6-dihydro-1,5-naphthyridin-3-yl)methyl)-1,2,3,6-tetrahydropyridin-4-yl)-3-fluoro-N-methylbenzamide